BrC=1C=C2C=C(N=CC2=CN1)NC(OC(C)(C)C)=O tert-butyl (6-bromo-2,7-naphthyridin-3-yl)carbamate